1-((2-(trimethylsilyl)ethoxy)methyl)-1H-pyrazolo[4,3-c]Pyridine-4-carboxylic acid methyl ester COC(=O)C1=NC=CC2=C1C=NN2COCC[Si](C)(C)C